6-bromo-2,3,4,5-tetrahydro-1H-1-benzazepine BrC1=CC=CC2=C1CCCCN2